((1S,6R,7S)-3-(3-(2-methoxyquinolin-6-yl)-1H-pyrazolo[3,4-b]pyrazin-6-yl)-7-(5-methylisoxazol-3-yl)-3-azabicyclo[4.1.0]heptan-7-yl)methanamine COC1=NC2=CC=C(C=C2C=C1)C1=NNC2=NC(=CN=C21)N2C[C@@H]1[C@]([C@@H]1CC2)(C2=NOC(=C2)C)CN